ClC1=C(C=CC=C1C1=C(C=C(C=C1)F)F)[C@@]1(CC(N(C(N1)=N)C1CCN(CC1)C)=O)C (6S)-6-[2-Chloro-3-(2,4-difluoro-phenyl)phenyl]-2-imino-6-methyl-3-(1-methylpiperidin-4-yl)-hexahydropyrimidin-4-one